(4R,5S,6R)-3-((3S,5S)-5-(Dimethylcarbamoyl)pyrrolidin-3-ylthio)-6-((R)-1-(2-methoxy-2-oxoethylamino)ethyl)-4-methyl-7-oxo-1-azabicyclo[3.2.0]hept-2-ene-2-carboxylic acid CN(C(=O)[C@@H]1C[C@@H](CN1)SC1=C(N2C([C@@H]([C@H]2[C@H]1C)[C@@H](C)NCC(=O)OC)=O)C(=O)O)C